5-(3-chlorophenyl)-2-furaldehyde ClC=1C=C(C=CC1)C1=CC=C(O1)C=O